COCCOCCN(C1=CC=C(C=C1)[C+]1C(=C(C1=O)C1=CC=C(C=C1)N(CCOCCOC)CCOCCOC)[O-])CCOCCOC 1,3-bis(4-(bis(2-(2-methoxyethoxy)ethyl)amino)phenyl)-4-oxocyclobut-2-en-1-ylium-2-olate